OC(CC(CCCC(OCCCCCCCCC)OC(CCCC(CC(C)O)C)OCCCCCCCCC)C)C 6-hydroxy-4-methylheptylnonyloxymethyl ether